NC=1C=C(C=NC1)C=1C=CC(=C(C1)NS(=O)(=O)C1=CC=CC=C1)C N-(5-(5-aminopyridin-3-yl)-2-methylphenyl)benzenesulfonamide